(S)-N-(4-(3-aminopiperidin-1-yl)-5-((1-(trifluoromethyl)-1H-pyrazol-4-yl)ethynyl)pyridin-2-yl)-2-(2-fluoro-6-methoxyphenyl)pyrimidin-4-amine hydrochloride Cl.N[C@@H]1CN(CCC1)C1=CC(=NC=C1C#CC=1C=NN(C1)C(F)(F)F)NC1=NC(=NC=C1)C1=C(C=CC=C1OC)F